O[C@H]1[C@@H](CN(C[C@@H]1C)C1=C2C(=NC=C1[N+](=O)[O-])CCC2)NC(OC(C)(C)C)=O tert-Butyl ((3R,4R,5S)-4-hydroxy-5-methyl-1-(3-nitro-6,7-dihydro-5H-cyclopenta[b]pyridin-4-yl)piperidin-3-yl)carbamate